C(CCC)OC(=O)[C@H]1N(CCC1)P(=O)(OC1=CC=CC=C1)C(C1=CC2=C(SC(=C2)C(=O)O)C=C1)(F)F 5-((((S)-2-(butoxycarbonyl)pyrrolidin-1-yl)(phenoxy)phosphoryl)difluoromethyl)benzo[b]thiophene-2-carboxylic acid